3-(5-(((3S,4R)-4-(4-amino-3-(4-phenoxyphenyl)-1H-pyrazolo[3,4-d]pyrimidin-1-yl)-3-fluoropiperidin-1-yl)methyl)-4-fluoro-1-oxoisoindolin-2-yl)piperidine-2,6-dione NC1=C2C(=NC=N1)N(N=C2C2=CC=C(C=C2)OC2=CC=CC=C2)[C@H]2[C@H](CN(CC2)CC=2C(=C1CN(C(C1=CC2)=O)C2C(NC(CC2)=O)=O)F)F